FC(OC=1C=C(OCCN2CCC3(CC2)C(NC2=CC=C(C=C23)C#N)=O)C=CC1S(=O)(=O)C)F 1'-{2-[3-(difluoromethoxy)-4-methanesulfonyl-phenoxy]ethyl}-2-oxo-1,2-dihydrospiro[indole-3,4'-piperidine]-5-carbonitrile